N'-[3-(3-aminopropylamino)propyl]butane-1,4-diamine NCCCNCCCNCCCCN